N-(3-morpholinophenyl)oxazol-2-amine O1CCN(CC1)C=1C=C(C=CC1)NC=1OC=CN1